2,4-bis(trichloromethyl)-6-[2-(2-furyl)ethenyl]-s-triazine ClC(C1=NC(=NC(=N1)C(Cl)(Cl)Cl)C=CC=1OC=CC1)(Cl)Cl